1-(2-Chloroacetyl)-4-(4-(((S)-1-((2-chlorophenyl)amino)-4-hydroxybut-2-yl)amino)-6-(methylamino)-1,3,5-triazin-2-yl)-N-((2-oxopyrrolidin-3-yl)methyl)piperazine-2-carboxamide ClCC(=O)N1C(CN(CC1)C1=NC(=NC(=N1)N[C@H](CNC1=C(C=CC=C1)Cl)CCO)NC)C(=O)NCC1C(NCC1)=O